[3,3'-bipyridine]-6,6'-diamine N1=CC(=CC=C1N)C=1C=NC(=CC1)N